tert-butyl (trans-4-(3-(2,2-difluoropropyl)-1-(5-(2-methoxypyrimidin-5-yl)pyrazin-2-yl)ureido)cyclohexyl)carbamate FC(CNC(N(C1=NC=C(N=C1)C=1C=NC(=NC1)OC)[C@@H]1CC[C@H](CC1)NC(OC(C)(C)C)=O)=O)(C)F